3,5-dimethyl-3-cyclohexen CC=1CCCC(C1)C